3-chloro-4-(2-chloro-4-fluorophenyl)-5-(3,5-dimethoxyphenyl)-1-methyl-2(1H)-pyridone ClC=1C(N(C=C(C1C1=C(C=C(C=C1)F)Cl)C1=CC(=CC(=C1)OC)OC)C)=O